C(C)(C)(C)OC(=O)N1CCC(=CC1)C1=C(C=C(C=C1)NC(=O)C1=CC=C(O1)C1=CCN(CC1)C(=O)OC(C)(C)C)F tert-butyl 4-(5-(4-(1-(tert-butoxycarbonyl)-1,2,3,6-tetrahydropyridin-4-yl)-3-fluorophenylcarbamoyl) furan-2-yl)-5,6-dihydropyridine-1(2H)-carboxylate